6-(4-bromo-2-fluoro-6-(trifluoromethyl)phenoxy)-2-Fluoro-3-(trifluoromethyl)benzoic acid BrC1=CC(=C(OC2=CC=C(C(=C2C(=O)O)F)C(F)(F)F)C(=C1)C(F)(F)F)F